COC1=CC=C(C2=C1NC(=N2)NC(=O)C2=CN=C(O2)C)C2=CC=CC=C2 N-(7-methoxy-4-phenyl-1H-1,3-benzodiazol-2-yl)-2-methyl-1,3-oxazole-5-carboxamide